BrC=1C=CC2=C(NC(OC2=O)=O)C1F 7-bromo-8-fluoro-1H-benzo[d][1,3]oxazine-2,4-dione